C1(=CC=CC=C1)C1N(C(OC1)=O)C(C=CC1=CC=C(C=C1)OC(F)(F)F)=O 4-phenyl-3-(3-(4-(trifluoromethoxy)phenyl)acryloyl)oxazolidin-2-one